N=1N(N=C2C1C=CC=C2)C2=C(C=CC=C2)O 2-(2H-benzotriazol-2-yl)-phenol